OC1=CC=C(CCNC(OC(C)(C)C)=O)C=C1 Tert-butyl (4-hydroxyphenethyl)carbamate